C1(=CC=CC=C1)[B-](C1=CC=CC=C1)(C1=CC=CC=C1)C1=CC=CC=C1.C[NH+](C)C Trimethylammonium tetrakis(phenyl)borat